C1(CC1)CN1C(=CC2=CC=CC=C12)C1=NC2=C(N1CC1=NNC=N1)C(=CC(=C2)C(=O)N2C1CCC(C2)[C@H]1N)OC (7R)-2-{2-[1-(cyclopropylmethyl)-1H-indol-2-yl]-7-methoxy-1-[(1H-1,2,4-triazol-3-yl)methyl]-1H-1,3-benzodiazole-5-carbonyl}-2-azabicyclo[2.2.1]heptan-7-amine